butyl xanthate O(C(=S)[S-])CCCC